CC=1C=CC(=NC1)C1=CC=C(C=C1)B1OC(C(O1)(C)C)(C)C 5-methyl-2-(4-(4,4,5,5-tetramethyl-1,3,2-dioxaborolan-2-yl)phenyl)pyridine